4-[(E)-3-Oxo-3-(4-piperidin-1-ylsulfonylphenyl)prop-1-enyl]benzoic acid O=C(/C=C/C1=CC=C(C(=O)O)C=C1)C1=CC=C(C=C1)S(=O)(=O)N1CCCCC1